N1=NC(=CC=C1)C=1C=NC(=NC1)NC1=C(C(=O)O)C=CC=C1 (5-(pyridazin-3-yl)pyrimidin-2-yl)aminobenzoic acid